1-[4-(4-benzoylphenyl-sulfanyl)phenyl]-2-methyl-2-(4-methylphenylsulfonyl)propane-1-On C(C1=CC=CC=C1)(=O)C1=CC=C(C=C1)SC1=CC=C(C=C1)C(C(C)(S(=O)(=O)C1=CC=C(C=C1)C)C)=O